OC=1C(C=CC(=CC1)C1CCOCC1)=O 2-hydroxy-5-(tetrahydro-2H-pyran-4-yl)cyclohepta-2,4,6-trien-1-one